COC(=O)C1=C(SC2=C1C=CC(=C2Cl)O)N(CC2=CC(=CC=C2)F)C(C)=O.COC2=CC=C(C=C2)/C(=C\C2=CC=C(C=C2)OC)/C2=C(C=CC=C2)C2=C(C=C(C=C2)C)P(C2=CC=CC=C2)C2=CC=CC=C2 (E)-(2'-(1,2-bis(4-methoxyphenyl)vinyl)-4-methyl-[1,1'-biphenyl]-2-yl)diphenylphosphine Methyl-2-[acetyl(3-fluorobenzyl)amino]-7-chloro-6-hydroxy-1-benzothiophene-3-carboxylate